1-(3-chloro-2-fluorobenzyl)-4-((3-fluoro-5-methyl-6-((5-methyl-1H-pyrazol-3-yl)amino)pyridin-2-yl)methyl)piperidine-4-carboxylic acid ClC=1C(=C(CN2CCC(CC2)(C(=O)O)CC2=NC(=C(C=C2F)C)NC2=NNC(=C2)C)C=CC1)F